2,4-diamino-1,3,4-triazole NC=1N=CN(N1)N